C(CCCCC)(=O)N([C@@H](CCCCN)C(=O)O)C(CCCCC)=O dicaproyl-lysine